Ethyl 4-[6-({5-[2-ethoxy-6-(trifluoromethyl)pyridin-4-yl]-7-({[1-(methoxymethyl)cyclopentyl]methyl}(methyl)amino)-1H-imidazo[4,5-b]pyridin-2-yl}carbamoyl)pyridin-3-yl]butanoate C(C)OC1=NC(=CC(=C1)C1=CC(=C2C(=N1)N=C(N2)NC(=O)C2=CC=C(C=N2)CCCC(=O)OCC)N(C)CC2(CCCC2)COC)C(F)(F)F